Chloroformat ClC(=O)[O-]